2-n-butyl-3-(4-methoxybenzoyl)-5-acetamidobenzofuran C(CCC)C=1OC2=C(C1C(C1=CC=C(C=C1)OC)=O)C=C(C=C2)NC(C)=O